Perfluoro-butanesulfonate FC(C(C(C(F)(F)F)(F)F)(F)F)(S(=O)(=O)[O-])F